(-)-(1S,12bS)-1-(methoxymethyl)-1-methyl-1,3,4,6,7,12b-hexahydro-2H-[1]benzofuro[2,3-a]quinolizine COC[C@]1(CCCN2CCC3=C([C@H]12)OC1=C3C=CC=C1)C